ClC1=CC=C(C=C1)N1N=CC(=C1)S(=O)(=O)NC1=C(C(=O)OC)C=C(C=C1)[N+](=O)[O-] methyl 2-(1-(4-chlorophenyl)-1H-pyrazole-4-sulfonamido)-5-nitrobenzoate